N1=CN=C2N=CN=C3C=CC=C1N23 1,3,4,6,9b-Pentaazaphenalene